5-fluoro-3-(4-methyl-1H-indol-3-yl)-1H-indene-2-carbaldehyde FC=1C=C2C(=C(CC2=CC1)C=O)C1=CNC2=CC=CC(=C12)C